(5S,8R,9S,10S,13S,14S,17S)-17-(6-aminohexyloxy)-10,13-dimethyltetradecahydro-1H-cyclopenta[a]phenanthren-3(2H)-one NCCCCCCO[C@H]1CC[C@H]2[C@@H]3CC[C@H]4CC(CC[C@@]4([C@H]3CC[C@]12C)C)=O